(1-(1-(3-((4-butoxyphenyl)sulfonyl)-6-(methylthio)quinolin-4-yl)piperidin-4-yl)pyrrolidin-2-yl)methanol C(CCC)OC1=CC=C(C=C1)S(=O)(=O)C=1C=NC2=CC=C(C=C2C1N1CCC(CC1)N1C(CCC1)CO)SC